tert-Butyl ((2R)-1-(((1R)-2-methoxy-2-methyl-1-(4-((2-methylpentyl)oxy)phenyl)propyl)amino)-1-oxo-2-phenylpropan-2-yl)carbamate COC([C@@H](C1=CC=C(C=C1)OCC(CCC)C)NC([C@@](C)(C1=CC=CC=C1)NC(OC(C)(C)C)=O)=O)(C)C